NC=1C=C(OC=2C=C(C=CC2)CC2=CC(=CC=C2)OC2=CC(=CC=C2)N)C=CC1 Bis[3-(3-aminophenoxy)phenyl]methane